ClC=1C(=NC(=NC1)NC1=CC=C(C=2CCOC21)N2CCC(CC2)N2CCN(CC2)C)NC=2C=CC=C1CCN(C21)S(=O)(=O)C 5-chloro-N2-(4-(4-(4-methylpiperazin-1-yl)piperidin-1-yl)-2,3-dihydrobenzofuran-7-yl)-N4-(1-(methylsulfonyl)indolin-7-yl)pyrimidine-2,4-diamine